C(CCCCC(=O)OCCOCCOCCCC)(=O)OCCOCCOCCCC bis[2-(2-butoxyethoxy) ethyl] adipate